FC1=NC=CC=C1C1=NC(=NC=C1)N[C@@H]1CN(CCC1)C(=O)OC(C)(C)C (S)-tert-Butyl 3-((4-(2-fluoropyridin-3-yl)pyrimidin-2-yl)amino)piperidine-1-carboxylate